phthalide lithium salt [Li].C1(=O)OCC2=CC=CC=C12